C(C)(C)N1N=NC2=C1C=CC(=C2)C2=NOC(=N2)C2=C(C=NC=C2)OC 3-(1-isopropyl-1H-benzo[d][1,2,3]triazol-5-yl)-5-(3-methoxypyridin-4-yl)-1,2,4-oxadiazole